C1(=CC=CC2=CC=CC=C12)C(C)N1CCC(CC1)N(S(=O)(=O)C)CC(NNS(=O)(=O)C=C)=O N-(1-(1-(naphthalen-1-yl)ethyl)piperidin-4-yl)-N-(2-oxo-2-(2-(vinylsulfonyl)hydrazino)ethyl)methanesulfonamide